1,6-Anhydro-β-D-glucopyranose [C@H]12[C@H](O)[C@@H](O)[C@H](O)[C@H](O1)CO2